azulenone-semicarbazone C1(CC=C2C=CC=CC=C12)=NNC(=O)N